ClC=1C=C(C=CC1)[C@@H](CNCC(C)(C)C)NC(=O)C=1N=CN(C1)C1=NC(=NC=C1C)NC1CCOCC1 (S)-N-(1-(3-chlorophenyl)-2-(neopentyl-amino)-ethyl)-1-(5-methyl-2-((tetrahydro-2H-pyran-4-yl)amino)-pyrimidin-4-yl)-1H-imidazole-4-carboxamide